Butyl 4-(5-(Diphenylmethyleneamino)pyrazin-2-yl)piperazine-1-carboxylate C1(=CC=CC=C1)C(C1=CC=CC=C1)=NC=1N=CC(=NC1)N1CCN(CC1)C(=O)OCCCC